C(C)C1=CC=C(C=C1)CCC=C 1-ethyl-4-(3-butenyl)benzene